[Zn].[Ca] calcium-zinc salt